N1N=NN=NC=C1 triazadiazepine